ClC1=NC(=NC2=CC=CC=C12)NC(NC1CCN(CC1)C)=N N'-(4-chloroquinazolin-2-yl)-N-(1-methylpiperidin-4-yl)guanidine